ClC1=C(C=CC(=C1)N)N 2-chloro-1,4-phenylenediamine